8-cyclopentyl-2-methoxy-6,6-dimethyl-5,8-dihydropyrido[2,3-d]pyrimidin-7(6H)-one C1(CCCC1)N1C(C(CC2=C1N=C(N=C2)OC)(C)C)=O